10-aminodecaneimine NCCCCCCCCCC=N